C(C1=CC(O)=C(O)C(O)=C1)(=O)OC1=C(C(=C(C(=C1)F)F)F)F tetrafluorophenyl gallate